Heptyl 3-ethyl-13-hexyl-6-(3-((2-hexyloctanoyl)oxy)propyl)-11-oxo-10,12-dioxa-3,6-diazaoctadecane-18-oate C(C)N(CC)CCN(CCCOC(OC(CCCCC(=O)OCCCCCCC)CCCCCC)=O)CCCOC(C(CCCCCC)CCCCCC)=O